2,5-dioxopyrrolidin-1-yl-(((9H-fluoren-9-yl)methoxy)carbonyl)-L-valinate O=C1N(C(CC1)=O)N([C@@H](C(C)C)C(=O)[O-])C(=O)OCC1C2=CC=CC=C2C=2C=CC=CC12